FC(C=1C=C2C=NC=NC2=CC1)(F)F 6-trifluoromethyl-quinazoline